(S)-quinuclidin-3-yl (5-(3-fluoro-4-methylphenyl)-2,2-dimethyl-2,3-dihydro-1H-inden-1-yl)carbamate FC=1C=C(C=CC1C)C=1C=C2CC(C(C2=CC1)NC(O[C@@H]1CN2CCC1CC2)=O)(C)C